CC1=C2C=CC=C(C2=CC=C1)C1=CC=CC2=C(C=CC=C12)C 5,5'-Dimethyl-1,1'-binaphthalin